O=CCCC(=O)OC(CCC=O)=O 4-oxobutyric anhydride